C(C)(C)(C)C=1C=C(C)C=C(C1)C(C)(C)C 3,5-di-t-butyltoluene